OCC1=NC=C(C=N1)NC(OC(C)CC)=O butan-2-yl (2-(hydroxymethyl)pyrimidin-5-yl)carbamate